COC(C(C(C(=O)O)C1CCCCC1)(C#N)C1CCCCC1)=O 2,3-dicyclohexyl-2-cyanobutanedioic acid-1-methyl ester